NCC12CCC(CC1)(CC2)C(=O)O 4-(aminomethyl)bicyclo[2.2.2]octane-1-carboxylic acid